5-(2-(6-((3R,5R)-3-amino-5-fluoropiperidine-1-carbonyl)-3-methylbenzofuran-2-yl)-1-(cyclopropylmethyl)-1H-indol-6-yl)isoindolin-1-one N[C@H]1CN(C[C@@H](C1)F)C(=O)C1=CC2=C(C(=C(O2)C=2N(C3=CC(=CC=C3C2)C=2C=C3CNC(C3=CC2)=O)CC2CC2)C)C=C1